8-chloro-2-[1-[(2,2-dimethyl-4-piperidyl)methyl]pyrazol-4-yl]-7-[(2-methyl-3H-benzimidazol-5-yl)oxy]quinoxaline ClC=1C(=CC=C2N=CC(=NC12)C=1C=NN(C1)CC1CC(NCC1)(C)C)OC1=CC2=C(N=C(N2)C)C=C1